FC(C(C(C(C(F)(F)F)(F)F)(F)F)(F)F)(CC1CO1)F 3-(perfluoropentyl) propylene oxide